N-vinyl-hydroxyacetamide tert-butyl-3-(5-methoxy-2-oxo-1,2,3,4-tetrahydro-1,6-naphthyridin-7-yl)pyrrolidine-1-carboxylate C(C)(C)(C)OC(=O)N1CC(CC1)C1=NC(=C2CCC(NC2=C1)=O)OC.C(=C)NC(CO)=O